methyl 3-bromo-4-methyl-2-oxo-pentanoate BrC(C(C(=O)OC)=O)C(C)C